N[C@@H]1CN(CC[C@H]1F)C1=NC2=C(N1CC(=O)N(CCOC)CC)C=C(C=C2)F 2-(2-((3R,4R)-3-Amino-4-fluoropiperidin-1-yl)-6-fluoro-1H-benzo[d]imidazol-1-yl)-N-ethyl-N-(2-methoxyethyl)acetamid